N-ethyl-2,4-dihydroxy-5-isopropyl-N-(1-methyl-1,2,3,4-tetrahydroquinolin-6-yl)benzamide C(C)N(C(C1=C(C=C(C(=C1)C(C)C)O)O)=O)C=1C=C2CCCN(C2=CC1)C